BrC=1C(=C(C=CC1)NC1=NC=NC2=CC3=C(C=C12)O[C@H](CO3)CN3CCNCC3)F (7S)-N-(3-Bromo-2-fluorophenyl)-7-[(piperazin-1-yl)methyl]-7,8-dihydro[1,4]dioxino[2,3-g]quinazolin-4-amine